(1aRS,7bSR)-5-[2-((Z)-diethylaminoprop-1-enyl)-4-fluorobenzenesulfonylamino]-7b-methyl-1,1a,2,7b-tetrahydrocyclopropa[c]chromene-4-carboxylic acid C(C)N(CC)C\C=C/C1=C(C=CC(=C1)F)S(=O)(=O)NC1=CC=C2[C@@]3([C@H](COC2=C1C(=O)O)C3)C |r|